8-amino-N-{3-[(dimethylamino)methyl]bicyclo[1.1.1]pentan-1-yl}-6-(4-fluorophenyl)-5-{3-methylimidazo[1,2-a]pyridin-6-yl}imidazo[1,2-a]pyrazine-2-carboxamide NC=1C=2N(C(=C(N1)C1=CC=C(C=C1)F)C=1C=CC=3N(C1)C(=CN3)C)C=C(N2)C(=O)NC23CC(C2)(C3)CN(C)C